6-Fluoro-5-(methoxy-d3)-4-(4,4,5,5-tetramethyl-1,3,2-dioxaborolan-2-yl)naphthalen-2-ol FC=1C(=C2C(=CC(=CC2=CC1)O)B1OC(C(O1)(C)C)(C)C)OC([2H])([2H])[2H]